4-(2-iodophenyl)tetrahydropyran-2,6-dione IC1=C(C=CC=C1)C1CC(OC(C1)=O)=O